3-(4-(aminomethyl)-1-oxoisoindolin-2-yl)piperidine-2,6-dione NCC1=C2CN(C(C2=CC=C1)=O)C1C(NC(CC1)=O)=O